NC(CN1C(=NC2=C3CC[C@@H](N(C3=CC=C21)C(=O)OC)C)CC2=CC=CC=C2)=O methyl (S)-3-(2-amino-2-oxoethyl)-2-benzyl-7-methyl-3,7,8,9-tetrahydro-6H-imidazo[4,5-f]quinoline-6-carboxylate